4-amino-7-((2R,3R,4S,5R)-3,4-dihydroxy-5-(hydroxymethyl)-tetrahydrofuran-2-yl)-7H-pyrrolo[2,3-d]pyrimidine-5-carboxamide NC=1C2=C(N=CN1)N(C=C2C(=O)N)[C@@H]2O[C@@H]([C@H]([C@H]2O)O)CO